NC1=NC=2N=CC(=CC2C2=C1COC2)C(=O)N([C@@H](C)C2=NC=C(C=C2)C(F)(F)F)C 4-amino-N-methyl-N-((1S)-1-(5-(trifluoromethyl)-2-pyridinyl)ethyl)-1,3-dihydrofuro[3,4-c][1,8]naphthyridine-8-carboxamide